S(=O)(=O)(O)O.S(=O)(=O)(O)C(CCC)C1=NC=CC=C1 1-sulfobutylpyridine hydrogensulfate